FC(C1=NC(=NO1)C=1C=C2CC[C@H](C2=CC1)NC(C(C)C)=O)F (R)-N-(5-(5-(difluoromethyl)-1,2,4-oxadiazol-3-yl)-2,3-dihydro-1H-inden-1-yl)isobutyramide